C=1(C(=CC(=CC1)C(=O)[O-])C(=O)[O-])C(=O)[O-] 1,2,4-benzenetri-carboxylate